4'-(6-chloro-2-(((3R,3aR,6R,6aR)-6-hydroxyhexahydrofuro[3,2-b]furan-3-yl)oxy)-1H-benzo[d]imidazol-5-yl)-2-hydroxy-N-(2-(2-hydroxyethoxy)ethyl)-[1,1'-biphenyl]-4-carboxamide ClC=1C(=CC2=C(NC(=N2)O[C@H]2[C@@H]3[C@H](OC2)[C@@H](CO3)O)C1)C1=CC=C(C=C1)C1=C(C=C(C=C1)C(=O)NCCOCCO)O